methyl 2-(1-methyl-4-(4,4,5,5-tetramethyl-1,3,2-dioxaborolan-2-yl)-1H-pyrazol-3-yl)acetate CN1N=C(C(=C1)B1OC(C(O1)(C)C)(C)C)CC(=O)OC